1-(5-((1-(cyclohexylmethyl)piperidin-4-yl)methyl)-4-methylpyrazolo[1,5-a]pyridin-3-yl)dihydropyrimidine-2,4(1H,3H)-dione C1(CCCCC1)CN1CCC(CC1)CC1=C(C=2N(C=C1)N=CC2N2C(NC(CC2)=O)=O)C